C(C(=O)O)(=O)O.C1N(CC12CNC2)C(=O)OC(C)(C)C tert-butyl 2,6-diazaspiro[3.3]heptane-2-carboxylate-oxalate salt